6-morpholino-2-((R)-2-((R)-1-phenylethyl)pyrrolidin-1-yl)pyrimidin-4(3H)-one O1CCN(CC1)C1=CC(NC(=N1)N1[C@H](CCC1)[C@H](C)C1=CC=CC=C1)=O